FC=1C(=CC(=C(C(=O)O)C1)O[C@H](C(F)(F)F)C)N1N=C2COCCN2C1=O 5-fluoro-4-(3-oxo-5,6-dihydro-3H-[1,2,4]triazolo[3,4-c][1,4]oxazin-2(8H)-yl)-2-{[(2S)-1,1,1-trifluoropropan-2-yl]oxy}benzoic acid